OCC#CC=1C=C(C=O)C=CC1 3-(3-hydroxy-1-propynyl)-benzaldehyde